N1=CN=CC(=C1)CN1C(C=CC(=C1)C1=NC(=NO1)C=1C=C(C=CC1)C)=O 1-(pyrimidin-5-ylmethyl)-5-(3-(m-tolyl)-1,2,4-oxadiazol-5-yl)pyridin-2(1H)-one